C(=O)O.ClC=1C=C(C=CC1)[C@@H]1[C@H](C1)C(=O)NC1=NC=NC(=C1)NCC=1N=C2N(C=C(C=C2N2C(C(OCC2)C)=O)C2CC2)C1 |r| rac-(1S*,2S*)-2-(3-chlorophenyl)-N-(6-(((6-cyclopropyl-8-(2-methyl-3-oxomorpholino)imidazo[1,2-a]pyridin-2-yl)methyl)amino)pyrimidin-4-yl)cyclopropane-1-carboxamide, formic acid salt